4-(1-ethyl-1,8-diazaspiro[5.5]undecan-8-yl)-1H-pyrrolo[2,3-b]pyridine C(C)N1CCCCC12CN(CCC2)C2=C1C(=NC=C2)NC=C1